(1R,2S,6R,7S)-4-[6-[(2-chloro-4-pyridyl)oxy]-1,3-benzothiazol-2-yl]-4-azatricyclo[5.2.1.02,6]dec-8-ene-3,5-dione ClC1=NC=CC(=C1)OC1=CC2=C(N=C(S2)N2C([C@H]3[C@H]4C=C[C@@H]([C@H]3C2=O)C4)=O)C=C1